diethyl pyrimidine-6,6-dicarboxylate N1C=NC=CC1(C(=O)OCC)C(=O)OCC